(S)-N-((4-((1-(dimethylamino)-5-(4-fluorophenyl)pentan-3-yl)amino)-3,5-difluorophenyl)sulfonyl)-1-fluorocyclohexane-1-carboxamide CN(CC[C@H](CCC1=CC=C(C=C1)F)NC1=C(C=C(C=C1F)S(=O)(=O)NC(=O)C1(CCCCC1)F)F)C